C1-amino-3-azabicyclo[3.1.1]heptane-2,4-dione hydrochloride Cl.NC12C(NC(C(C1)C2)=O)=O